2-(6-{5-chloro-2-[(oxan-4-yl)amino]pyrimidin-4-yl}-1-oxo-2,3-dihydro-1H-isoindol-2-yl)-N-[1-hydroxy-3-(3-methoxyphenyl)propan-2-yl]acetamide ClC=1C(=NC(=NC1)NC1CCOCC1)C1=CC=C2CN(C(C2=C1)=O)CC(=O)NC(CO)CC1=CC(=CC=C1)OC